FC1=CC=C(C=C1)N1C[C@H]2[C@@H](C1C)CNC2 (3aR,6aS)-5-(4-fluorophenyl)-4-methyl-2,3,3a,4,6,6a-hexahydro-1H-pyrrolo[3,4-c]pyrrole